BrC1=CC=C(C(=N1)N1CCCC1)C 6-Bromo-3-methyl-2-(pyrrolidin-1-yl)pyridine